CC=1C=C(C(=C(C1)N)N)N 5-methyl-1,2,3-benzenetriamine